CNC(CCN1C=C(C=2N(C(C=CC21)=O)C)C2=NC(=NC(=C2)OC2=CC=C(C=C2)C(F)(F)F)C)=O N-methyl-3-(4-methyl-3-{2-methyl-6-[4-(trifluoromethyl)-phenoxy]pyrimidin-4-yl}-5-oxo-1H,4H,5H-pyrrolo[3,2-b]pyridin-1-yl)propionamide